COC=1C=C(OC=2C=C(C(=O)O)C=C(C2)OC2=CC(=C(C=C2)N=O)OC)C=CC1N=O 3,5-bis(3-methoxy-4-nitrosophenoxy)benzoic acid